FC1(C[C@H](NC[C@@H]1C)C=1C=CC(=NC1)C)F |r| rac-5-[(2S,5S)-4,4-Difluoro-5-methyl-2-piperidyl]-2-methyl-pyridine